fructose disodium phosphate P(=O)([O-])([O-])O.[Na+].[Na+].OCC(=O)[C@@H](O)[C@H](O)[C@H](O)CO